FC1([C@@H]([C@@H]2CC=3C=CC=C(OC=4C(=CN=C(OCC(N2C1)=O)N4)C)C3F)NS(=O)(=O)C)F N-[(15aS,16R)-17,17,20-trifluoro-7-methyl-1-oxo-1,2,15a,16,17,18-hexahydro-15H-4,8-(azeno)-10,14-(metheno)pyrrolo[2,1-n][1,7,3,15]dioxadiazacycloheptadecin-16-yl]methanesulfonamide